BrC=1C=CC2=C(N(C=N2)CC)C1OC 6-Bromo-1-ethyl-7-methoxy-1H-benzo[d]imidazole